(S)-hydroxyamide O[NH-]